Cl.NC/C(/COC1=CC=C(C(=O)NC(C)(C)C)C=C1)=C\F 4-[[(2E)-2-(aminomethyl)-3-fluoro-2-propen-1-yl]oxy]-N-(1,1-dimethylethyl)-benzamide hydrochloride